ClC=1C=CC(=C(C1)C1=CC(=C(N=N1)SCC1=CC=C(C(=O)O)C=C1)NC1=CC(=NC=C1)NC(CCN1CCN(CC1)C)=O)F 4-({[6-(5-chloro-2-fluorophenyl)-4-({2-[3-(4-methylpiperazin-1-yl)propanamido]pyridin-4-yl}amino)pyridazin-3-yl]sulfanyl}methyl)benzoic acid